1-(isobutoxycarbonyl)octahydropyrrolo[3,4-b]pyrrole-4-carboxylic acid hydrochloride Cl.C(C(C)C)OC(=O)N1C2C(CC1)C(NC2)C(=O)O